FC(S(=O)(=O)OC=1N=CC2=C(C=CC=C2C1)C1=CC2=C(N(C(N2C)=O)C)C(=C1)C(C)C)(F)F 8-(7-isopropyl-1,3-dimethyl-2-oxo-2,3-dihydro-1H-benzo[d]imidazol-5-yl)isoquinolin-3-yl trifluoromethanesulfonate